1-(diphenylmethyl) azetidin-3-ylmethylsulfonate N1CC(C1)CS(=O)(=O)OC(C1=CC=CC=C1)C1=CC=CC=C1